C(C1=CC=CC=C1)N1N=CC(=C1)C1=C(C=C(C=C1)NC([C@H](C(C1=CC=CC=C1)C1=CC=CC=C1)NC(=O)C1=CC=NN1C)=O)F (S)-N-(1-((4-(1-benzyl-1H-pyrazol-4-yl)-3-fluorophenyl)amino)-1-oxo-3,3-diphenylpropan-2-yl)-1-methyl-1H-pyrazole-5-carboxamide